ClC1=C(C(=O)N2C[C@H]3CO[C@](CN3CC2)(O)C=2C(NC(=CC2)C(F)(F)F)=O)C=CC=C1C=1C(=NNC1)F 3-[(3R,9aS)-8-[2-chloro-3-(3-fluoro-1H-pyrazol-4-yl)benzoyl]-3-hydroxy-1,4,6,7,9,9a-hexahydropyrazino[2,1-c][1,4]oxazin-3-yl]-6-(trifluoromethyl)-1H-pyridin-2-one